1-(1H-Pyrazol-4-ylmethyl)-3-[4-(2-trifluoromethyl-benzenesulfonyl)-phenyl]-urea N1N=CC(=C1)CNC(=O)NC1=CC=C(C=C1)S(=O)(=O)C1=C(C=CC=C1)C(F)(F)F